[Si](C)(C)(C(C)(C)C)OC[C@@H]1COCCN1C=1C=C(C2=C(NC(=N2)C2=CC(=CN2)C(=O)C2=C(C=CC=C2)C(F)(F)F)C1)F (S)-(5-(6-(3-(((tert-butyldimethylsilyl)oxy)methyl)morpholino)-4-fluoro-1H-benzo[d]imidazol-2-yl)-1H-pyrrol-3-yl)(2-(trifluoromethyl)phenyl)methanone